t-butyl 2-methyl-3-oxopyrrolidine-1-carboxylate CC1N(CCC1=O)C(=O)OC(C)(C)C